6-(4-((1H-indazol-5-yl)amino)pyrimidin-2-yl)-N-methyl-N-(tetrahydrofuran-3-yl)benzo[b]thiophene-2-carboxamide N1N=CC2=CC(=CC=C12)NC1=NC(=NC=C1)C=1C=CC2=C(SC(=C2)C(=O)N(C2COCC2)C)C1